COC1=CC(=C2CN(CC2=C1)C(=O)OC(C)(C)C)N[C@H]1COCC1 tert-butyl (R)-6-methoxy-4-((tetrahydrofuran-3-yl)amino)isoindoline-2-carboxylate